N-(4-(hydrazinecarbonyl)benzyl)-2-(4-(hydroxymethyl)piperidin-1-yl)-N-phenylethanesulfonamide N(N)C(=O)C1=CC=C(CN(S(=O)(=O)CCN2CCC(CC2)CO)C2=CC=CC=C2)C=C1